(3aR,5R,6S,6aR)-6-(benzyloxy)-5-(((tert-butyldiphenylsilyl)oxy)methyl)-2,2-dimethyl-tetrahydrofuro[2,3-d][1,3]dioxole-5-carbaldehyde C(C1=CC=CC=C1)O[C@@H]1[C@@](O[C@@H]2OC(O[C@@H]21)(C)C)(C=O)CO[Si](C2=CC=CC=C2)(C2=CC=CC=C2)C(C)(C)C